[Cl-].C(C)[Si](C1=CC=C(C=C1)[PH2+]C1=CC=C(C=C1)[Si](CC)(CC)CC)(CC)CC bis(4-((triethyl)silyl)phenyl)phosphonium chloride